Bocbutanoic acid C(=O)(OC(C)(C)C)C(C(=O)O)CC